CC1(C(C1)C(=O)N1C(CCCC1)C=1NC(=CN1)C1=CC=C(C=C1)C)C.[Ne].[He] Helium neon (2,2-Dimethylcyclopropyl)(2-(5-(p-tolyl)-1H-imidazol-2-yl)piperidin-1-yl)methanone